CC1(N=C(C=N1)C1=C(C(=C(C=C1)OCC#N)F)F)C(=O)NC1=CC(=C(C=C1)C(=O)N1CCN(CC1)C(=O)C1CCNCC1)Cl 2-methyl-N-[3-chloro-4-[4-(piperidine-4-carbonyl)piperazine-1-carbonyl]phenyl]-5-[4-(cyanomethoxy)-2,3-difluoro-phenyl]-imidazole-2-carboxamide